Methyl (S)-2-((S)-4-methyl-2-((S)-2-(5-methylisoxazole-3-carboxamido)-3-(naphthalen-1-yl)propanamido)pentanamido)-3-((S)-2-oxopiperidin-3-yl)propanoate CC(C[C@@H](C(=O)N[C@H](C(=O)OC)C[C@H]1C(NCCC1)=O)NC([C@H](CC1=CC=CC2=CC=CC=C12)NC(=O)C1=NOC(=C1)C)=O)C